FC=1C(=CC(=C(C(=O)OC)C1)NC1=C(C=C(C=C1)OC(F)(F)F)C=O)C(F)(F)F methyl 5-fluoro-2-((2-formyl-4-(trifluoromethoxy) phenyl) amino)-4-(trifluoromethyl)-benzoate